(bromomethyl)-1,3-diphenyl-1H-pyrazole BrCC=1C(=NN(C1)C1=CC=CC=C1)C1=CC=CC=C1